(1R,2S,5S)-3-(1-amino-2,2-dimethyl-cyclopropanecarbonyl)-6,6-dimethyl-3-azabicyclo[3.1.0]hexane-2-carboxylic acid NC1(C(C1)(C)C)C(=O)N1[C@@H]([C@H]2C([C@H]2C1)(C)C)C(=O)O